FC([Si](OC(C(F)(F)F)(F)F)(C(F)(F)F)C(F)(F)F)(C(C(C(C(C(C(C(C(C(C(F)(F)F)(F)F)(F)F)(F)F)(F)F)(F)F)(F)F)(F)F)(F)F)(F)F)F perfluorodecyltrimethyl-(ethyl)oxysilane